SCCSC1=C(C(=C(C=C1)SCCS)SCCS)SCCS 1,2,3,4-tetrakis(2-mercaptoethylthio)benzene